tert-butyl N-[(1S)-1-(hydroxymethyl)-2,2-dimethyl-propyl]carbamate OC[C@H](C(C)(C)C)NC(OC(C)(C)C)=O